8-(2-fluorophenyl)-6-azaspiro[3.4]octane FC1=C(C=CC=C1)C1CNCC12CCC2